ClC=1C(=NC=C(C1I)F)NS(=O)(=O)CC1CC1 N-(3-chloro-5-fluoro-4-iodopyridin-2-yl)-1-cyclopropylmethanesulfonamide